C(C)(C)N1OC([C@@H]2[C@@H]1[C@@H](C[C@](C2)(C2=CC=CC=C2)C)C)(C)C |r| rac-(3aS,5R,7R,7aS)-1-isopropyl-3,3,5,7-tetramethyl-5-phenyloctahydrobenzo[c]isoxazole